phenyl (6-(3,3-difluoropiperidin-1-yl)pyridin-3-yl)carbamate FC1(CN(CCC1)C1=CC=C(C=N1)NC(OC1=CC=CC=C1)=O)F